C1(CC1)N1N=CC(=C1)N1CCNCC1 1-(1-cyclopropyl-1H-pyrazol-4-yl)piperazine